C[C@H](CCCC(C)C(=O)[O-])[C@H]1CC[C@@H]2[C@@]1(CC[C@H]3[C@H]2CC=C4[C@@]3(CC[C@@H](C4)O)C)C The molecule is a steroid acid anion that is the conjugate base of 3beta-hydroxycholest-5-en-26-oic acid, obtained by deprotonation of the carboxy group; major species at pH 7.3. It is a conjugate base of a 3beta-hydroxycholest-5-en-26-oic acid.